NC1=NC(C2=C(N1)N(C=C2C(=O)N)[C@H]2C[C@H](O)[C@H](O2)CO)=O 2-Amino-7-(2-deoxy-β-D-erythro-pentofuranosyl)-4,7-dihydro-4-oxo-1H-pyrrolo[2,3-d]pyrimidine-5-carboxamide